1-(9-ethyl-6-benzoyl-9H-carbazol-3-yl)-acetaldehyde-1-(O-acetyloxime) C(C)(=O)ON=C(C)C=1C=CC=2N(C3=CC=C(C=C3C2C1)C(C1=CC=CC=C1)=O)CC